C1(CCCCC1)C(COC)(COC)CCC(C(C)C)C(C)C 2-cyclohexyl-2-(3-isopropyl-4-methylpentyl)-1,3-dimethoxypropane